4-(2-(3-(difluoromethoxy)-4-phenyl-1H-pyrazol-1-yl)-9-ethyl-9H-purin-6-yl)morpholine FC(OC1=NN(C=C1C1=CC=CC=C1)C1=NC(=C2N=CN(C2=N1)CC)N1CCOCC1)F